ClC1=C(C(=O)OCC)C=C(C(=C1)F)N1C(N(C(N(C1=O)C)=S)C)=O ethyl 2-chloro-5-(3,5-dimethyl-2,6-dioxo-4-thioxo-1,3,5-triazinan-1-yl)-4-fluoro-benzoate